C1(CC1)C1CN(C=2N(C1)C=C(N2)C(=O)N2C[C@H]([C@@]1(CC2)NCC2=CC=CC=C2C1)O)C (6-cyclopropyl-8-methyl-5,6,7,8-tetrahydroimidazo[1,2-a]pyrimidin-2-yl)[(3R,3'R)-3'-hydroxy-1,4-dihydro-1'H,2H-spiro[isoquinoline-3,4'-piperidin]-1'-yl]methanone